diaminopteridinyl-benzoic acid NC1=C(C(=C(C(=O)O)C=C1)C1=NC2=NC=CN=C2C=N1)N